N-Boc-9-azabicyclo[3.3.1]nonane C(=O)(OC(C)(C)C)N1C2CCCC1CCC2